2,6,6-trimethyl-1,3-cyclohexadiene CC1=CC(CC=C1)(C)C